C1(CC1)C1=C(C(=NO1)C1=C(C=CC=C1Cl)Cl)C1=CC2(C1)CCN(CC2)C=2C=CC=1N(C2)C(=NC1)C 6-(2-(5-Cyclopropyl-3-(2,6-dichlorophenyl)isoxazol-4-yl)-7-azaspiro[3.5]non-1-en-7-yl)-3-methylimidazo[1,5-a]pyridin